5-(pyridin-4-yl)-2-(5-isopropyloxymethylisoxazol-3-ylamino)thiazolo[5,4-b]pyridine N1=CC=C(C=C1)C1=CC=C2C(=N1)SC(=N2)NC2=NOC(=C2)COC(C)C